1-((3R,4S)-3-fluoro-4-((4-methoxy-5-(1-(2,2,2-trifluoroethyl)-1H-benzo[d][1,2,3]triazol-6-yl)pyrrolo[2,1-f][1,2,4]triazin-2-yl-7-d)amino)piperidin-1-yl)ethan-1-one F[C@@H]1CN(CC[C@@H]1NC1=NN2C(C(=N1)OC)=C(C=C2[2H])C=2C=CC1=C(N(N=N1)CC(F)(F)F)C2)C(C)=O